N-(5-(4-methoxybenzyl)thiazole-2-yl)heptanoamide COC1=CC=C(CC2=CN=C(S2)NC(CCCCCC)=O)C=C1